P(O)(=O)(OP(=O)(O)OP(=O)(O)O)OC[C@@H]1[C@H](C[C@@H](O1)N1C(=O)N=C(N)C(=C1)C=O)O 5-Formyl-2'-deoxycytidin-5'-triphosphat